1,1'-((((((5r,7r)-adamantan-2-ylidene)methylene)bis(4,1-phenylene))bis(oxy))bis(butane-4,1-diyl))dipiperidine C12C(C3CC(CC(C1)C3)C2)=C(C2=CC=C(C=C2)OCCCCN2CCCCC2)C2=CC=C(C=C2)OCCCCN2CCCCC2